tert-butyl 4-(benzyloxy)-2-[2-(dibenzylamino)ethyl]-3-oxobutanoate C(C1=CC=CC=C1)OCC(C(C(=O)OC(C)(C)C)CCN(CC1=CC=CC=C1)CC1=CC=CC=C1)=O